4-chloro-2-(2,4-dimethoxypyrimidin-5-yl)thieno[3,2-c]pyridine ClC1=NC=CC2=C1C=C(S2)C=2C(=NC(=NC2)OC)OC